(S)-8-(2-chloro-N-ethylacetamido)-N-(1-(6-(4-fluoro-1H-pyrazol-1-yl)pyridin-3-yl)ethyl)-1,4-dioxaspiro[4.5]decane-8-carboxamide ClCC(=O)N(CC)C1(CCC2(OCCO2)CC1)C(=O)N[C@@H](C)C=1C=NC(=CC1)N1N=CC(=C1)F